SCC(C(=O)N1C(CCC1)C#N)C 1-(3-mercapto-2-methyl-propanoyl)pyrrolidine-2-carbonitrile